C1(CC1)[C@@H]1[C@@H](N1C)C(=O)[O-].[Li+].C(C)(C)(C)C=1C=C(C=C(C1O)C(C)(C)C)CCC(=O)NNC(CCC1=CC(=C(C(=C1)C(C)(C)C)O)C(C)(C)C)=O N,N'-bis[3-(3,5-di-tert-butyl-4-hydroxyphenyl)propionyl]hydrazine lithium (2r,3r)-3-cyclopropyl-1-methylazacyclopropane-2-carboxylate